2-methylpropyl ethyl carbonate C(OCC(C)C)(OCC)=O